C(C)OC(=O)C=1C(=NN(C1)C1CC1)C(F)(F)F 1-cyclopropyl-3-(trifluoromethyl)-1H-pyrazole-4-carboxylic acid ethyl ester